tert-Butyl ((2S)-1-oxo-1-((3-oxo-4-(trifluoromethyl)-3,5,6,7-tetrahydro-2H-cyclopenta[c]pyridazin-7-yl)amino)propan-2-yl)carbamate O=C([C@H](C)NC(OC(C)(C)C)=O)NC1CCC=2C1=NNC(C2C(F)(F)F)=O